(S)-isopropyl 2-amino-5-(4-(2-(3,5-difluorophenyl)-2-hydroxyacetamido)-2-methylphenyl)nicotinate NC1=C(C(=O)OC(C)C)C=C(C=N1)C1=C(C=C(C=C1)NC([C@@H](O)C1=CC(=CC(=C1)F)F)=O)C